C(OC1=CC=C(C=C1)C(C1=CC=CC=C1)=O)(OCC(CNC(C(=C)C)=O)(C)C)=O 4-benzoylphenyl (3-methacrylamido-2,2-dimethylpropyl) carbonate